1-(thiazol-2-ylmethyl)piperidin S1C(=NC=C1)CN1CCCCC1